ClC1=C(C=CC=C1)C1CCN(CC1)C(CCCCCNC=1C=C2C(N(C(C2=CC1)=O)C1C(NC(CC1)=O)=O)=O)=O 5-((6-(4-(2-chlorophenyl)piperidin-1-yl)-6-oxohexyl)amino)-2-(2,6-dioxopiperidin-3-yl)isoindoline-1,3-dione